(Z)-3-((tert-butylamino)methylene)-2-(3-ethyl-2-hydroxyphenyl)chroman-4-one lithium [Li].C(C)(C)(C)N\C=C/1\C(OC2=CC=CC=C2C1=O)C1=C(C(=CC=C1)CC)O